BrC1=C(C=C2NC(C=3N(C2=C1F)C(=NN3)CC3=CC=NC=C3)(C)C)F 8-bromo-7,9-difluoro-4,4-dimethyl-1-(pyridin-4-ylmethyl)-4,5-dihydro-[1,2,4]triazolo[4,3-a]quinoxaline